4-hydroxy-2,6-dicarboxylpyridine OC1=CC(=NC(=C1)C(=O)O)C(=O)O